N-(4-bromo-5-chloropyridin-2-yl)-2-(6-cyanopyridin-2-yl)Acetamide BrC1=CC(=NC=C1Cl)NC(CC1=NC(=CC=C1)C#N)=O